ClC=1C(=NC=CC1)C(=O)NC1=NC(=CC=C1)C(=O)C1CC2(CN(C2)C)C1 chloro-N-(6-(2-methyl-2-azaspiro[3.3]heptane-6-carbonyl)pyridin-2-yl)picolinamide